2,3-dihydrobenzo[b][1,4]dioxine-2,2,3,3-d4-6-carbaldehyde O1C2=C(OC(C1([2H])[2H])([2H])[2H])C=C(C=C2)C=O